O[C@@H]1CC2=CC[C@H]3[C@@H]4CC=C([C@@]4(C)CC[C@@H]3[C@]2(CC1)C)N1C=NC2=C1C=CC=C2 3β-hydroxy-17-(1H-benzimidazole-1-yl)androsta-5,16-diene